COC1=C(COC(=O)[C@@]2([C@@H](CCCC2)C(=O)O)CC)C=CC(=C1)OC (1r,2s)-2-(((2,4-dimethoxybenzyl)oxy)carbonyl)-2-ethylcyclohexane-1-carboxylic acid